rac-6-(1-hydroxy-2-((3aR,5s,6aS)-5-(4-methoxyphenoxy)hexahydrocyclopenta[c]pyrrol-2(1H)-yl)ethyl)pyridin-3-ol OC(CN1C[C@@H]2[C@H](C1)CC(C2)OC2=CC=C(C=C2)OC)C2=CC=C(C=N2)O